COC1=C(C=CC(=C1)N1[C@@H]2CN([C@H](C1)C2)C)NC=2N=C(C1=C(N2)NC=C1)NC=1C=CC=C2CCN(C12)S(=O)(=O)C N2-(2-methoxy-4-((1S,4S)-5-methyl-2,5-diazabicyclo[2.2.1]heptan-2-yl)phenyl)-N4-(1-(methylsulfonyl)indolin-7-yl)-7H-pyrrolo[2,3-d]pyrimidine-2,4-diamine